2-dichloromethyl-2-methyl-1,3-dioxacyclopentane ClC(C1(OCCO1)C)Cl